C(C1=CC=CC=C1)N1CCC(CC1)CCNC(=O)N1CCN(CC1)C1=CC=C(C=C1)Cl N-[2-(1-benzylpiperidin-4-yl)ethyl]-4-(4-chlorophenyl)piperazine-1-carboxamide